FC1(C(COC1)NC(=O)C1=C(OC2=C1C=C(C=C2)OCC2=C(C=CC=C2)F)C)F N-(4,4-difluorotetrahydrofuran-3-yl)-5-((2-fluorobenzyl)oxy)-2-methylbenzofuran-3-carboxamide